(5-(3,5-Difluorophenyl)-4,5-dihydro-1H-pyrazol-1-yl)(3-((2-fluoro-4-(1-methyl-1H-pyrazol-4-yl)phenoxy)methyl)bicyclo[1.1.1]pentan-1-yl)methanone FC=1C=C(C=C(C1)F)C1CC=NN1C(=O)C12CC(C1)(C2)COC2=C(C=C(C=C2)C=2C=NN(C2)C)F